C(C(C(C(CCC)O)O)O)O 1,2,3,4-heptanetetraol